FC(C1CCC(CC1)CNCCNC(OC(C)(C)C)=O)(F)F tert-Butyl N-[2-[[4-(trifluoromethyl)cyclohexyl]methylamino] ethyl]carbamate